6-chloro-N-methyl-N-phenyl-[1,2,4]triazolo[4,3-a]quinazolin-5-amine ClC1=C2C(=NC=3N(C2=CC=C1)C=NN3)N(C3=CC=CC=C3)C